3-bromoindole BrC1=CNC2=CC=CC=C12